C(C)(C)(C)OC(=O)O[C@@H]1[C@H]([C@H](N(C1)C(=O)OC(C)(C)C)CC1=CC=C(C=C1)OC)OC(NC1=NOC(=C1)C)=O tert-butyl (2R,3S,4S)-4-[(tert-butoxycarbonyl) oxy]-2-[(4-methoxyphenyl)methyl]-3-{[(5-methyl-1,2-oxazol-3-yl)carbamoyl]oxy}pyrrolidine-1-carboxylate